dicyclohexyl-1,1'-biphenyl C1(CCCCC1)C1=CC=C(C=C1)C1=CC=C(C=C1)C1CCCCC1